1-((1s,4s)-4-((tert-butyldiphenylsilyl)oxy)cyclohexyl)-1H-pyrazole-4-carboxylic acid [Si](C1=CC=CC=C1)(C1=CC=CC=C1)(C(C)(C)C)OC1CCC(CC1)N1N=CC(=C1)C(=O)O